2-CARBOXYETHYL ACRYLATE C(C=C)(=O)OCCC(=O)O